C(C)(C)(C)C=1OC=C(N1)C1=CC(=NC=C1)N(C(=O)C1CCC(CC1)N1CC(C1)O)CC12CCC(CC1)(CC2)C2=CC(=C(C=C2)OC)C 4-((4-(2-(tert-Butyl)oxazol-4-yl)pyridin-2-yl)((4-(4-methoxy-3-methylphenyl)bicyclo[2.2.2]octan-1-yl)methyl)carbamoyl)cyclohexyl-3-hydroxyazetidine